(4-(3-hydroxyoxetan-3-yl)phenyl)(6-(4-(trifluoromethyl)phenyl)-3,6-diazabicyclo[3.1.1]heptan-3-yl)methanone OC1(COC1)C1=CC=C(C=C1)C(=O)N1CC2N(C(C1)C2)C2=CC=C(C=C2)C(F)(F)F